FC(C(=O)OCC)(CI)F ethyl 2,2-difluoro-3-iodo-propionate